C(#N)C1(CC1)NC(=O)C1=C(C=C2CCN3C(C2=C1)=C(C=C3C(=O)N3[C@@](CCC3)(C)[C@@H](C)O)C=3SC=CC3)OC N-(1-cyanocyclopropyl)-3-[(2R)-2-[(1R)-1-hydroxyethyl]-2-methyl-pyrrolidine-1-carbonyl]-8-methoxy-1-(2-thienyl)-5,6-dihydropyrrolo[2,1-a]isoquinoline-9-carboxamide